N1C(CCC1)=O 1,4-dihydro-2H-pyrrole-2-one